NC1=NC(=C(C=C1C=1C=C2CCNC(C2=CC1F)=O)C1=CC=C(C=C1)OC1CCN(CC1)CC1CC1)F 6-(2-amino-5-(4-((1-(cyclopropylmethyl)piperidin-4-yl)oxy)phenyl)-6-fluoropyridin-3-yl)-7-fluoro-3,4-dihydroisoquinolin-1(2H)-one